Cl.O[C@H]1CC2C(CCCN2C1)NC(OC(C)(C)C)=O tert-butyl ((2S)-2-hydroxyoctahydroindolizin-8-yl)carbamate hydrochloride